(3-(4-(5-ethylpyrimidin-4-yloxy)-2-(hydroxymethyl)phenyl)pyrrolidin-1-yl)(5-fluoropyridin-2-yl)methanone C(C)C=1C(=NC=NC1)OC1=CC(=C(C=C1)C1CN(CC1)C(=O)C1=NC=C(C=C1)F)CO